C(CCCCCCC)N1C(CCC1)=O 1-octylpyrrolidin-2-one